8-(8-acetyl-6-methyl-4-oxo-chromen-2-yl)-2-methyl-2,8-diazaspiro[4.5]decan-1-one C(C)(=O)C=1C=C(C=C2C(C=C(OC12)N1CCC2(CCN(C2=O)C)CC1)=O)C